1-[6-(2-hydroxypropan-2-yl)pyridin-2-yl]-6-methanesulfinyl-2-(propan-2-yl)-1H,2H,3H-pyrazolo[3,4-d]pyrimidin-3-one OC(C)(C)C1=CC=CC(=N1)N1N(C(C=2C1=NC(=NC2)S(=O)C)=O)C(C)C